C(C1=CC=CC=C1)OCCN(CCN(CCO)CCO)CC 2,2'-((2-((2-(benzyloxy)ethyl)(ethyl)amino)ethyl)azanediyl)bis(ethan-1-ol)